1-(3-(2,4-dioxotetrahydropyrimidin-1(2H)-yl)-4-(trifluoromethoxy)benzoyl)piperidine O=C1N(CCC(N1)=O)C=1C=C(C(=O)N2CCCCC2)C=CC1OC(F)(F)F